CN1C=C(C=CC1=O)C#CC=1C=C(OC2=C(N=NN2)C(=O)O)C=CC1S(=O)(=O)C 5-(3-((1-methyl-6-oxo-1,6-dihydropyridin-3-yl)ethynyl)-4-(methylsulfonyl)phenoxy)-1H-1,2,3-triazole-4-carboxylic acid